5-Fluoro-2-[[(3R)-3-piperidinyl]methyl]pyrimidine hydrochloride Cl.FC=1C=NC(=NC1)C[C@@H]1CNCCC1